(4-chloro-2-fluorophenyl)-5-({3-fluoro-2-[(methylsulfamoylsulfonyl)amino]pyridin-4-yl}methyl)-4-methoxypyridin-3-amine ClC1=CC(=C(C=C1)C1=NC=C(C(=C1N)OC)CC1=C(C(=NC=C1)NS(=O)(=O)S(NC)(=O)=O)F)F